N(=NC(C(=O)O)CCCCC(=O)O)C(C(=O)O)CCCCC(=O)O azobispimelic acid